C1(C=CC(N1CCCC(=O)ON1C(C(CC1=O)S(=O)(=O)O)=O)=O)=O N-maleimidobutyryloxy-sulfosuccinimide